BrC1=CC(=C(C=C1)N1C=NN(C1=O)CSC1=CC(=C(OCC(=O)O)C=C1)C)F 2-(4-(((4-(4-Bromo-2-fluorophenyl)-5-oxo-4,5-dihydro-1H-1,2,4-triazol-1-yl)methyl)thio)-2-methylphenoxy)acetic acid